N1CC(C1)C1=CC=C(C=C1)C=1N=NN(C1)CC1=C(C=C(C=C1)C=1OC(=NN1)C(F)F)F 2-(4-((4-(4-(azetidin-3-yl)phenyl)-1H-1,2,3-triazol-1-yl)methyl)-3-fluorophenyl)-5-(difluoromethyl)-1,3,4-oxadiazole